C(C)(=O)[O-].C(CCCC)[N+]1(CCCCC1)CC 1-pentyl-1-ethylpiperidinium acetate